C(C)OC1=CC=CC=2N1N=C(C2)[C@H]2N(CCC1=C2N=CN1)C(=O)C=1OC(=NN1)C(C)(C)F (S)-(4-(7-ethoxypyrazolo[1,5-a]pyridin-2-yl)-6,7-dihydro-1H-imidazo[4,5-c]pyridin-5(4H)-yl)(5-(2-fluoropropan-2-yl)-1,3,4-oxadiazol-2-yl)methanone